NC1=NC(=NC=2N1N=C(N2)C=2OC=CC2)NCCC2=CC=C(C(=O)NCCN1CCOCC1)C=C2 4-(2-((7-amino-2-(furan-2-yl)-[1,2,4]triazolo[1,5-a][1,3,5]triazin-5-yl)amino)ethyl)-N-(2-morpholinoethyl)benzamide